C[C@@H](CCCC(=C)C)CCO (-)-α-citronellol